N,N-dimethyl-N-propyl-N-pentylammonium C[N+](CCCCC)(CCC)C